7-chloro-1-(6-hydroxypyridin-2-yl)-4-(methylamino)quinazolin-2(1H)-one ClC1=CC=C2C(=NC(N(C2=C1)C1=NC(=CC=C1)O)=O)NC